4-(((2-((2-(2,6-dioxopiperidin-3-yl)-1-oxoisoindolin-5-yl)oxy)cyclopentyl)amino)methyl)cyclohexane-1-carbonitrile O=C1NC(CCC1N1C(C2=CC=C(C=C2C1)OC1C(CCC1)NCC1CCC(CC1)C#N)=O)=O